CN1C(CCC2=CC(=CC=C12)C=1C=C(C=NC1)C1(COC1)N[S@](=O)C(C)(C)C)=O (R)-2-Methylpropane-2-sulfinic acid {3-[5-(1-methyl-2-oxo-1,2,3,4-tetrahydro-quinolin-6-yl)-pyridin-3-yl]-oxetan-3-yl}-amide